[(1R,2R,9aS)-1-(3-hydroxypropyl)-5-methoxy-2,3,3a,4,9,9a-hexahydro-1H-cyclopenta[b]naphth-2-yl] 4-phenylbenzoate C1(=CC=CC=C1)C1=CC=C(C(=O)O[C@@H]2CC3[C@H](CC4=CC=CC(=C4C3)OC)[C@H]2CCCO)C=C1